N1=NC(=CC2=C1C1=C(CCC2)C=CC=C1)N1N=C(N=C1N)NC=1C=CC2=C(CCC(CC2)N2CCCCC2)C1 1-(6,7-dihydro-5H-benzo[6,7]cyclohepta[1,2-c]pyridazin-3-yl)-N3-((7-piperidin-1-yl)-6,7,8,9-tetrahydro-5H-benzo[7]annulene-2-yl)-1H-1,2,4-triazole-3,5-diamine